4,9-dihydro-10H-benzo[4,5]cyclohepta[1,2-b]thiophene S1C2=C(C=C1)CC1=C(CC2)C=CC=C1